1-Bromo-2-fluoro-5-nitro-3-(trifluoromethyl)benzene BrC1=C(C(=CC(=C1)[N+](=O)[O-])C(F)(F)F)F